N[C@H](C=1N=C2N(N=CC(=C2)CN2C(N[C@@H](C2)C(F)(F)F)=O)C1)C1CC2C(C2C1)(F)F (4S)-1-((2-((1S)-amino(6,6-difluorobicyclo[3.1.0]hex-3-yl)methyl)imidazo[1,2-b]pyridazin-7-yl)methyl)-4-(trifluoromethyl)imidazolin-2-one